ClC1=CN=C(N=N1)N([C@@H]1[C@@H]([C@H]2CC[C@@H](C1)N2C(=O)OC(C)(C)C)F)C |r| (±)-tert-butyl (1R,2S,3S,5S)-3-((6-chloro-1,2,4-triazin-3-yl)(methyl)amino)-2-fluoro-8-azabicyclo[3.2.1]octane-8-carboxylate